(2-(5-(1-(3,5-Difluorophenyl)ethoxy)-1H-Indazol-3-yl)-4,6-Dihydropyrrolo[3,4-d]imidazol-5(1H)-yl)(4-Methylpiperazin-1-yl)keton FC=1C=C(C=C(C1)F)C(C)OC=1C=C2C(=NNC2=CC1)C1=NC2=C(N1)CN(C2)C2N(CCN(C2)C)C(=O)N2C(CN(CC2)C)N2CC=1NC(=NC1C2)C2=NNC1=CC=C(C=C21)OC(C)C2=CC(=CC(=C2)F)F